C(C=C)C=1C=C(C=CC1O)C=1C(C=CC(C1)=O)=O 2-(3-allyl-4-hydroxyphenyl)-1,4-benzoquinone